FC1=CC=CC2=C1N(C(=N2)C2=NON=C2C)CC=2C=NC(=CC2)OC 3-[7-fluoro-1-[(6-methoxypyridin-3-yl)methyl]benzimidazol-2-yl]-4-methyl-1,2,5-oxadiazole